Cl.NCCC1=CC=C(C=C1)NC(=S)N1C=CC2=C1N=CN=C2N(C)[C@H]2CN(CC[C@H]2C)C(CC#N)=O N-(4-(2-aminoethyl)phenyl)-4-(((3R,4R)-1-(2-cyanoacetyl)-4-methylpiperidin-3-yl)(methyl)amino)-7H-pyrrolo[2,3-d]pyrimidine-7-carbothioamide hydrochloride